CN1C=CC=2C1=NC=CC2C2=C(C=1CCCC1C=C2)N 5-(1-methyl-1H-pyrrolo[2,3-b]pyridin-4-yl)-2,3-dihydro-1H-inden-4-amine